6-[(1Z)-2-cyclopropyl-3-ethoxy-3-oxoprop-1-en-1-yl]-5-nitropyridine C1(CC1)/C(=C/C1=C(C=CC=N1)[N+](=O)[O-])/C(=O)OCC